N-(2'-amino-5'H-spiro[isochroman-4,4'-thiazol]-6-yl)-4-fluorobenzenesulfonamide NC=1SCC2(N1)COCC1=CC=C(C=C12)NS(=O)(=O)C1=CC=C(C=C1)F